C(C)(C)(C)C1(CCC12CNCC2)OC2=CC=C(C=C2)C tert-butyl-1-(p-tolyloxy)-6-azaspiro[3.4]octane